ClC=1C=C(C=NC1C=1OC=CN1)NC(=O)C=1C=NN(C1C(F)(F)F)C=1C=CC=C2C=CN=CC12 N-(5-Chloro-6-(oxazol-2-yl)pyridin-3-yl)-1-(isochinolin-8-yl)-5-(trifluoromethyl)-1H-pyrazol-4-carboxamid